4-methoxy-3-methyl-2-(4-(piperidin-1-yl)styryl)benzo[d]thiazol-3-ium iodide [I-].COC1=CC=CC2=C1[N+](=C(S2)C=CC2=CC=C(C=C2)N2CCCCC2)C